[K].C1=CC=CC=2C3=CC=CC=C3NC12 Carbazole potassium salt